3-{2-[3-(2,4-diamino-6-ethylpyrimidin-5-yloxy)propoxy]-4-methoxyphenyl}propanoic acid NC1=NC(=C(C(=N1)N)OCCCOC1=C(C=CC(=C1)OC)CCC(=O)O)CC